FC1=CC=C(C=C1)C1=NN(C2=C3C(=C(C=C12)O)C=CC=C3)C3=CC=CC=C3 3-(4-fluorophenyl)-1-phenyl-1H-benzo[g]indazol-5-ol